Tricosanoic acid 7-[4-(4-benzo[b]thiophen-4-ylpiperazin-1-yl)butoxy]-2-oxo-3,4-dihydro-2H-quinolin-1-ylmethyl ester S1C2=C(C=C1)C(=CC=C2)N2CCN(CC2)CCCCOC2=CC=C1CCC(N(C1=C2)COC(CCCCCCCCCCCCCCCCCCCCCC)=O)=O